3-(4-(((5-aminobenzo[d]thiazol-2-yl)(4-methoxyphenethyl)amino)-methyl)phenyl)propiolic acid NC=1C=CC2=C(N=C(S2)N(CCC2=CC=C(C=C2)OC)CC2=CC=C(C=C2)C#CC(=O)O)C1